FC1=NC(=CC=C1C=1SC=2C(N(CCC2N1)C=1C=NSC1)=O)N1C[C@H](CCC1)F (S)-2-(2-fluoro-6-(3-fluoropiperidin-1-yl)pyridin-3-yl)-5-(isothiazol-4-yl)-6,7-dihydrothiazolo[5,4-c]pyridin-4(5H)-one